CC1=CC=CC(=N1)C1=C(C=NN1)C=1C=C2C=C(C=NC2=CC1)C(=O)O 6-[5-(6-methyl-2-pyridyl)-1H-pyrazol-4-yl]quinoline-3-carboxylic acid